tert-butyl (2-acetamido-5-(4,4,5,5-tetramethyl-1,3,2-dioxaborolan-2-yl)pyridin-4-yl)carbamate C(C)(=O)NC1=NC=C(C(=C1)NC(OC(C)(C)C)=O)B1OC(C(O1)(C)C)(C)C